5-(benzyl(methyl)amino)-3-isopropyl-7-(1H-pyrazol-4-yl)-N-(3-(trifluoromethoxy)phenyl)pyrazolo[1,5-a]pyrimidine-2-carboxamide C(C1=CC=CC=C1)N(C1=NC=2N(C(=C1)C=1C=NNC1)N=C(C2C(C)C)C(=O)NC2=CC(=CC=C2)OC(F)(F)F)C